N1C(COCC1)CNC(=O)C1=CC=CC=2N(C(NC21)=O)[C@@H]2CC[C@@H](CC2)C(NC2=CC(=C(C=C2)C)OC)=O N-[(morpholin-3-yl)methyl]-2-oxo-1-[cis-4-[(3-methoxy-4-methylphenyl)carbamoyl]cyclohexyl]-2,3-dihydro-1H-1,3-benzodiazole-4-carboxamide